N-[2-(6-chloro-2-pyridyl)-2-(1-methylpyrazol-4-yl)propyl]-5-cyclohexyl-isoxazole-3-carboxamide ClC1=CC=CC(=N1)C(CNC(=O)C1=NOC(=C1)C1CCCCC1)(C)C=1C=NN(C1)C